(3S)-3-({N-[(4-methoxy-1H-indol-2-yl) carbonyl]-L-leucyl}amino)-2-oxo-4-[(3S)-2-oxopyrrolidin-3-yl]butyl (2R)-2-methylbutanoate C[C@@H](C(=O)OCC([C@H](C[C@H]1C(NCC1)=O)NC([C@@H](NC(=O)C=1NC2=CC=CC(=C2C1)OC)CC(C)C)=O)=O)CC